C(CCC)OC[C@H](NC(=O)C1=C(OC2=C1C=C(C=C2)[C@H]2[C@@H](C2)C2=CC=CC=C2)C)C(=O)OC methyl O-butyl-N-(2-methyl-5-(trans-2-phenylcyclopropyl) benzofuran-3-carbonyl)-L-serinate